N-[(2S)-1-[3-Azabicyclo[3.2.1]octan-3-yl]-5-[[(2S)-2-(4-fluorophenyl)cyclopropyl]amino]-1-oxopentan-2-yl]-4-(1H-1,2,3-triazol-1-yl)benzamide C12CN(CC(CC1)C2)C([C@H](CCCNC2[C@@H](C2)C2=CC=C(C=C2)F)NC(C2=CC=C(C=C2)N2N=NC=C2)=O)=O